(R/S)-6-(3-(2-bromo-5-ethoxyphenyl)piperazin-1-yl)pyrimidine-2,4-diamine BrC1=C(C=C(C=C1)OCC)[C@@H]1CN(CCN1)C1=CC(=NC(=N1)N)N |r|